tert-butyl 9-(2,2,2-trifluoroacetyl)-3-oxa-7,9-diazabicyclo[3.3.1]nonane-7-carboxylate FC(C(=O)N1C2COCC1CN(C2)C(=O)OC(C)(C)C)(F)F